C1(CC1)C(C(C)(C)O)N1CC=2C=NC=C(C2C1=O)C1=CC=C(C=C1)C=1OC(=NN1)C 2-(1-cyclopropyl-2-hydroxy-2-methylpropyl)-7-(4-(5-methyl-1,3,4-oxadiazol-2-yl)phenyl)-2,3-dihydro-1H-pyrrolo[3,4-c]pyridin-1-one